5-[2-benzyloxy-4-[(4-benzyloxy-6-methoxy-pyrimidin-2-yl)amino]-6-fluoro-phenyl]-1,1-dioxo-1,2,5-thiadiazolidin-3-one C(C1=CC=CC=C1)OC1=C(C(=CC(=C1)NC1=NC(=CC(=N1)OCC1=CC=CC=C1)OC)F)N1CC(NS1(=O)=O)=O